CN([C@H]1CCCC=2C=CC=NC12)C[C@@H]1NCC2=CC=CC(=C2C1)N1CCN(CC1)S(=O)(=O)C (S)-N-methyl-N-(((R)-5-(4-(methylsulfonyl)piperazin-1-yl)-1,2,3,4-tetrahydroisoquinolin-3-yl)methyl)-5,6,7,8-tetrahydroquinolin-8-amine